COC=1C=C(C=C(C1OC)OC)CC=NO 3,4,5-trimethoxyphenylacetaldoxime